2-methoxy-1-(6-(2-methyl-2H-pyrazolo[3,4-b]pyridin-5-yl)thieno[2,3-b]pyridin-2-yl)cyclobutanol COC1C(CC1)(O)C1=CC=2C(=NC(=CC2)C2=CC=3C(N=C2)=NN(C3)C)S1